NC=1C(=CC(=C(OC=2C=C(C=CC2)CO)C1)F)F [3-(5-amino-2,4-difluoro-phenoxy)phenyl]methanol